3a,7a-dihydro-1H-benzo[d]Imidazole-6-carboxylic acid N1C=NC2C1C=C(C=C2)C(=O)O